3-[(2R,3R)-2-Amino-3-methoxybutyl]-1-[(1S)-1-phenylethyl]-3-{4'-methoxy-[1,1'-biphenyl]-4-yl}urea N[C@H](CN(C(N[C@@H](C)C1=CC=CC=C1)=O)C1=CC=C(C=C1)C1=CC=C(C=C1)OC)[C@@H](C)OC